5-[[2-[2-(4-fluorophenyl)-5-methyl-1-piperidyl]-2-oxo-acetyl]amino]-2-methoxy-pyridine-3-carboxamide FC1=CC=C(C=C1)C1N(CC(CC1)C)C(C(=O)NC=1C=C(C(=NC1)OC)C(=O)N)=O